CC(CCC)N1C(C2C34C5CC(=CCC5C(C2C1)C4=O)C3=O)=O 4-(1-methylbutyl)-4-aza-14,15-dioxo-pentacyclo[9.2.1.11,7.02,6.08,13]-10-pentadecen-3-one